(E)-ethyl 2-(1,3-dimethylpiperidin-4-ylidene)acetate CN1CC(\C(\CC1)=C\C(=O)OCC)C